5-benzyl-2-(6-bromo-1H-indazol-3-yl)-5H-imidazo[4,5-c]pyridine C(C1=CC=CC=C1)N1C=C2C(C=C1)=NC(=N2)C2=NNC1=CC(=CC=C21)Br